C(C1=CC=CC=C1)OC1=C(C(=NC2=C(C(=NC=C12)Cl)F)Cl)[N+](=O)[O-] 4-(benzyloxy)-2,7-dichloro-8-fluoro-3-nitro-1,6-Naphthyridine